C1(CC1)C1=NC=CC(=C1)C1=NOC(=N1)[C@H](C)NC(C1=CC(=CC=C1)F)=O (S)-N-(1-(3-(2-cyclopropylpyridin-4-yl)-1,2,4-oxadiazol-5-yl)ethyl)-3-fluorobenzamide